ethyl 2-[5-(4-fluoro-3-methyl-phenyl)-4-oxo-7-vinyl-pyrrolo[2,1-f][1,2,4]triazin-3-yl]acetate FC1=C(C=C(C=C1)C=1C=C(N2N=CN(C(C21)=O)CC(=O)OCC)C=C)C